FC1(CCN(CC1)C(=O)C=1C2=C(N(N1)CC(=O)N1CCC(CC1)OC1=C(C=CC=C1)C)CCC2)CO 2-(3-(4-fluoro-4-(hydroxymethyl)piperidine-1-carbonyl)-5,6-dihydrocyclopenta[c]pyrazol-1(4H)-yl)-1-(4-(o-tolyloxy)piperidin-1-yl)ethanone